diallyl-3,3,3-trifluoropropyl phosphate P(=O)(OC(CC(F)(F)F)(CC=C)CC=C)([O-])[O-]